FC=1C=C(C(=O)C2=CC(=CC=C2)F)C=CC1 3,3'-difluorobenzophenone